2-[(4-{2-[(2-chloro-4-methylphenyl)(methyl)amino]pyridine-4-carbonyl}piperazin-1-yl)methyl]-1-{[(2S)-oxetan-2-yl]methyl}-1H-1,3-benzodiazole-6-carboxylic acid ClC1=C(C=CC(=C1)C)N(C1=NC=CC(=C1)C(=O)N1CCN(CC1)CC1=NC2=C(N1C[C@H]1OCC1)C=C(C=C2)C(=O)O)C